CC1=CC2=C(NC(C=C2)=O)S1 methylthieno[2,3-b]pyridin-6(7H)-one